C1(CCCCCCC1)C1=NC2=CC=CC=C2C(N1)=O 2-cyclooctylquinazolin-4(3H)-one